5-(pentane-3-yloxy)-7-oxabicyclo[4.1.0]hept-3-ene-3-carboxylic acid ethyl ester C(C)OC(=O)C=1CC2OC2C(C1)OC(CC)CC